methyl-4-chloro-5-formylmethylpyridinium C[N+]1=CC=C(C(=C1)CC=O)Cl